C1(=CC=CC=C1)C(CCCC(=O)N1CCCC1)=O 1-Phenyl-5-(pyrrolidin-1-yl)pentane-1,5-dione